ClC1=CC(=C(C=N1)C(=O)OCC)NC(C)C 1-Ethyl 6-chloro-4-(isopropylamino)pyridine-3-carboxylate